NC=1C=2N(C=CN1)C(=NC2C)C(C)C=2C(=C(C(=O)N1CC(C1)C(=O)O)C(=C(C2)Cl)F)OC(C)C 1-(3-(1-(8-amino-1-methylimidazo[1,5-a]pyrazin-3-yl)ethyl)-5-chloro-6-fluoro-2-isopropoxybenzoyl)azetidine-3-carboxylic acid